C(C1=CC=CC=C1)OC1=CC=C(OC2CN(C2)C(C)=O)C=C1 1-(3-(4-(benzyloxy)phenoxy)azetidin-1-yl)ethan-1-one